Benzyl-2,4-diethyl-N,N-dimethyl-octyl-ammonium chloride [Cl-].C(C1=CC=CC=C1)[N+](C)(C)CC(CC(CCCC)CC)CC